ClC=1C=CC(=NC1)N1N=C(N=C1C(C)N1C(C2=CC=CC=C2C1=O)=O)C=1C=NC(=CC1)Cl 2-[1-[2-(5-Chloro-2-pyridinyl)-5-(6-chloro-3-pyridinyl)-1,2,4-triazol-3-yl]ethyl]isoindoline-1,3-dione